COC(=O)N1[C@H](CCC2=C3C(=CC=C12)N(C(=N3)CC(N3CCCC3)=O)C3CCCCC3)C (1R,3R)-3-((S)-6-(Methoxycarbonyl)-7-methyl-2-(2-oxo-2-(pyrrolidin-1-yl)ethyl)-6,7,8,9-tetrahydro-3H-imidazo[4,5-f]chinolin-3-yl)cyclohexan